methyl 2-(2-(4-((3-carbamoylpyridin-2-yl)oxy)phenyl)acetamido)benzo[d]thiazole-5-carboxylate C(N)(=O)C=1C(=NC=CC1)OC1=CC=C(C=C1)CC(=O)NC=1SC2=C(N1)C=C(C=C2)C(=O)OC